C(CCCCCCCCCCCCCCC)(=O)CCN([C@@H](C)C(=O)O)C(=O)OC(C)(C)C 2-palmitoylethyl-(t-butoxycarbonyl)-L-alanine